N1CC(C1)C1=CC=C(C=C1)N(C(CN1N=NC2=C1C=CC=C2)=O)CC=2C=NC=C(C2)F N-[4-(azetidin-3-yl)phenyl]-2-(benzotriazol-1-yl)-N-[(5-fluoro-3-pyridyl)methyl]acetamide